4-(1-azepanylsulfonyl)aniline N1(CCCCCC1)S(=O)(=O)C1=CC=C(N)C=C1